((R)-1-((S)-1-((2,2-difluoro-[1,3]dioxolo[4',5':4,5]benzo[1,2-d]thiazol-6-yl)amino)-1-oxopropan-2-yl)-4,4-difluoropiperidin-3-yl)-2-(hydroxymethyl)pyridine 1-oxide FC1(OC=2C(=CC3=C(N=C(S3)NC([C@H](C)N3C[C@H](C(CC3)(F)F)C=3C(=[N+](C=CC3)[O-])CO)=O)C2)O1)F